NC1=NC=2C3=C(C=C(C(C(NCCCNC(CCSC(=N1)C2)=O)=O)=C3)C)C 4-Amino-18,20-dimethyl-7-thia-3,5,11,15-tetraaza-tricyclo[15.3.1.12,6]docosa-1(20),2(22),3,5,17(21),18-hexaene-10,16-dione